CC(CO)(C#C[Si](C)(C)C)C 2,2-dimethyl-4-(trimethylsilyl)-3-butyn-1-ol